The molecule is zwitterionic form of 3-hydroxy-4-methyl-D-kynurenine arising from transfer of a proton from the carboxy to the amino group; major species at pH 7.3 It derives from a 3-hydroxy-D-kynurenine zwitterion. It is an enantiomer of a 3-hydroxy-4-methyl-L-kynurenine zwitterion. CC1=C(C(=C(C=C1)C(=O)C[C@H](C(=O)[O-])[NH3+])N)O